2-(6-benzyloxy-1H-pyrrolo[2,3-b]pyridin-2-yl)-5-methoxy-3-methyl-imidazo[1,2-a]pyridine-7-carboxylic acid C(C1=CC=CC=C1)OC1=CC=C2C(=N1)NC(=C2)C=2N=C1N(C(=CC(=C1)C(=O)O)OC)C2C